2-(4,5-dichloro-6-oxo-pyridazin-1-yl)-N-[3-[[3-(hydroxymethyl)phenyl]methylsulfamoyl]-4-methyl-phenyl]acetamide ClC=1C=NN(C(C1Cl)=O)CC(=O)NC1=CC(=C(C=C1)C)S(NCC1=CC(=CC=C1)CO)(=O)=O